C(C)C=1CC2=C(C3=CC=C(C=C3C(=C2CC1)OC(=O)OC)C)OC(C(=C)C)=O 2-ethyl-6-methyl-9-methacryloyloxy-10-methoxycarbonyloxy-1,4-dihydroanthracene